C(C)(C)(C)C(N(S(=O)(=O)C1=C(C(=C(C(=C1F)F)F)F)F)C)C(=O)O tert-butyl-N-methyl-N-((pentafluorophenyl)sulfonyl)glycine